NCCC=1C=CC(=NC1)C1=C(C=C(C#N)C=C1)C(=O)C=1N=C(SC1C)N1CCOCC1 4-[5-(2-aminoethyl)pyridin-2-yl]-3-(5-methyl-2-morpholin-4-yl-1,3-thiazole-4-carbonyl)benzonitrile